COC=1C=C(C=CC1OC)C(CCO)=O 1-(3,4-dimethoxyphenyl)-3-hydroxypropan-1-one